benzotriazol-1-oxytris(dimethylamino)phosphorus N1(N=NC2=C1C=CC=C2)O[P](N(C)C)(N(C)C)N(C)C